5-methoxy-1,3-dimethyl-1H-pyrazole COC1=CC(=NN1C)C